tert-butyl (endo)-5-(6-fluoro-7-(3-(methoxymethoxy)naphthalen-1-yl)-2-methyl-4-(methylthio)-1H-pyrrolo[3,2-c][1,6]naphthyridin-1-yl)-2-azabicyclo[2.1.1]hexane-2-carboxylate FC1=C(N=CC=2C3=C(C(=NC12)SC)C=C(N3C3C1CN(C3C1)C(=O)OC(C)(C)C)C)C1=CC(=CC3=CC=CC=C13)OCOC